OC[C@H](C[C@H]1C(NCCC1)=O)NC([C@H](CC(C)C)NC([C@@H](CC1=CC=CC2=CC=CC=C12)NC(OCC1=CC=CC=C1)=O)=O)=O Benzyl ((R)-1-(((S)-1-(((S)-1-hydroxy-3-((S)-2-oxopiperidin-3-yl)propan-2-yl)amino)-4-methyl-1-oxopentan-2-yl)amino)-3-(naphthalen-1-yl)-1-oxopropan-2-yl)carbamate